(S)-5-(tert-butyl)-N-(2-(2-hydroxy-2-methylpropyl)-8-(2-((1-methyl-1H-pyrazol-4-yl)amino)pyrimidin-4-yl)-2,3,4,5-tetrahydro-1H-benzo[c]azepin-5-yl)-1,3,4-oxadiazole-2-carboxamide C(C)(C)(C)C1=NN=C(O1)C(=O)N[C@@H]1C2=C(CN(CC1)CC(C)(C)O)C=C(C=C2)C2=NC(=NC=C2)NC=2C=NN(C2)C